NC=1C(=CC(=C(C(=O)NC2=C(C=C(C=C2)F)CC(=O)OC(C)(C)C)C1)C)N1CCCCC1 tert-butyl 2-(2-(5-amino-2-methyl-4-(piperidin-1-yl)benzamido)-5-fluorophenyl)acetate